C(C)[C@]1(C(OCC=2C(N3CC=4N5C6=C(C=C(C=C6C(C4C3=CC21)=O)F)[C@@H](CC5)CO)=O)=O)O (3R,9S)-9-ethyl-5-fluoro-9-hydroxy-3-(hydroxymethyl)-2,3,12,15-tetrahydro-1H,7H,13H-pyrano[3',4':6,7]indolizino[2,1-b]pyrido[3,2,1-ij]quinoline-7,10,13(9H)-trione